BrC=1N=CN(C1)C(=O)OC(C)(C)C tert-butyl 4-bromo-1H-imidazole-1-carboxylate